COC=1C=C(C=NNC(=O)C=2N=NNC2)C=CC1 (3-methoxybenzylidene)-1H-1,2,3-triazole-4-carbohydrazide